azetidine-2-carboxylic acid ammonium salt [NH4+].N1C(CC1)C(=O)[O-]